C(C(C)(C)C)OC(C(C(C(=O)OCC(C)(C)C)C1CCCCC1)C(C)C)=O Dineopentyl-2-isopropyl-3-cyclohexylsuccinat